3-(4-methoxyphenyl)-N-(2,4,4-trimethylpentan-2-yl)-5-amino-1,2,4-oxadiazole COC1=CC=C(C=C1)C1N(OC(=N1)N)C(C)(CC(C)(C)C)C